BrC=1C=C2N(N=C(C=C2N(C(OC(C)(C)C)=O)CC=2SC=CC2)Cl)C1 tert-butyl (6-bromo-2-chloropyrrolo[1,2-b]pyridazin-4-yl)(thiophen-2-ylmethyl)carbamate